Cl.C1(=CC(=CC=C1)C[C@@H]1NCC[C@@H]1NS(=O)(=O)CC)C1=CC=CC=C1 N-((2S,3S)-2-(biphenyl-3-ylmethyl)pyrrolidin-3-yl)ethanesulfonamide hydrochloride